1-benzyl-5-oxo-7-(quinolin-8-ylmethyl)-8-(3-(trifluoromethyl)phenyl)-1,2,3,5-tetrahydroimidazo[1,2-a]pyridine-3-carboxylic acid C(C1=CC=CC=C1)N1CC(N2C1=C(C(=CC2=O)CC=2C=CC=C1C=CC=NC21)C2=CC(=CC=C2)C(F)(F)F)C(=O)O